2,4,6-trichloro-5-methoxyl-pyrimidine ClC1=NC(=C(C(=N1)Cl)OC)Cl